5-((3-(difluoromethyl)pyrazin-2-yl)methyl)-7-((1r,4r)-4-(2-fluoro-4-methylpyridin-3-yl)cyclohexyl)-3-methylpyrido[2,3-b]pyrazin-6(5H)-one FC(C=1C(=NC=CN1)CN1C(C(=CC=2C1=NC(=CN2)C)C2CCC(CC2)C=2C(=NC=CC2C)F)=O)F